C(C1=CC=CC=C1)OC(=O)NC(C(CC(=O)OC(C)(C)C)=O)C1C[C@H]2C([C@H]2C1)(F)F tert-butyl 4-(((benzyloxy) carbonyl) amino)-4-((1R,3s,5S)-6,6-difluoro bicyclo[3.1.0]hexan-3-yl)-3-oxobutanoate